[(2-fluoro-3-methylphenyl)amino]-2-[2-methoxypyrido[3,2-d]pyrimidin-8-yl]-1H,5H,6H,7H-pyrrolo[3,2-c]pyridin-4-one FC1=C(C=CC=C1C)NN1C(=CC=2C(NCCC21)=O)C2=CC=NC1=C2N=C(N=C1)OC